BrC=1C=C(C=CC1)C=1NC(SC1)N/N=C/C=1N=CC=2N(C3=CC=CC=C3C2C1)C 4-(3-bromophenyl)-2-(((E)-(9-methyl-beta-carbolin-3-yl)methylene)hydrazino)-2,3-dihydrothiazole